N1[C@@H](CNCC1)CO (S)-piperazin-2-ylmethanol